1-Isopropyl-2-(6-trifluoromethoxy-benzothiazol-2-ylamino)-1H-benzoimidazole-5-carboxylic acid ethylamide C(C)NC(=O)C1=CC2=C(N(C(=N2)NC=2SC3=C(N2)C=CC(=C3)OC(F)(F)F)C(C)C)C=C1